[4-[2-[1-(2,2-Difluoroethyl)azetidin-3-yl]-3H-imidazo[4,5-b]pyridin-7-yl]-1-piperidyl]-[4-(trifluoromethoxy)phenyl]methanone FC(CN1CC(C1)C1=NC=2C(=NC=CC2C2CCN(CC2)C(=O)C2=CC=C(C=C2)OC(F)(F)F)N1)F